Cl.O[C@]1(C([C@@](CCC1)(C1=CC=C(C=C1)C(F)(F)F)NC)=O)C (2R,6R)-2-hydroxy-2-methyl-6-methylamino-6-(4-(trifluoromethyl)phenyl)cyclohexan-1-one hydrochloride